S(C=1C(=CC(=C(C1)C(C)(C)C)O)C)C=1C(=CC(=C(C1)C(C)(C)C)O)C 4,4'-thiobis(6-tert-butyl-meta-cresol)